CN(C(C)(C)C1=CC=CC=C1)CC1=CC=2N(C(=C1)C=1C=C3CN(C(C3=CC1)=O)C1C(NC(CC1)=O)=O)C=NC2 3-(5-(7-((methyl-(2-phenylpropan-2-yl)amino)methyl)imidazo[1,5-a]pyridin-5-yl)-1-oxoisoindolin-2-yl)piperidine-2,6-dione